FC1=CC2=C(N(C(N=C2N2[C@H](CN(CC2)C(=O)OC(C)(C)C)C)=O)C=2C(=NC=CC2C=C)C(C)C)N=C1C1=C(C=CC=C1O)F (3S)-tert-butyl 4-(6-fluoro-7-(2-fluoro-6-hydroxyphenyl)-1-(2-isopropyl-4-vinylpyridin-3-yl)-2-oxo-1,2-dihydropyrido[2,3-d]pyrimidin-4-yl)-3-methylpiperazine-1-carboxylate